C1(CC1)C1=NN(C=N1)C1CC2(CN(C2)C(=O)N2CC(C2)C=2C=NC(=CC2)N2CC(C2)(C)O)C1 [6-(3-cyclopropyl-1,2,4-triazol-1-yl)-2-azaspiro[3.3]heptan-2-yl]-[3-[6-(3-hydroxy-3-methyl-azetidin-1-yl)-3-pyridyl]azetidin-1-yl]methanone